(1S,3S)-3-((2-(5-(((4-(2,2-difluoro-propoxy)pyrimidin-2-yl)amino)methyl)-1-methyl-1H-pyrazol-4-yl)-4-methylpyrimidin-5-yl)oxy)cyclohexane-1-carboxylic acid FC(COC1=NC(=NC=C1)NCC1=C(C=NN1C)C1=NC=C(C(=N1)C)O[C@@H]1C[C@H](CCC1)C(=O)O)(C)F